2-(3,3a,4,5,6,6a-Hexahydro-1H-cyclopenta[c]pyrrol-2-yl)-N-[(6-amino-2-pyridyl)sulfonyl]-6-(6-isopropoxy-3-pyridyl)pyridin-3-carboxamid C1N(CC2C1CCC2)C2=NC(=CC=C2C(=O)NS(=O)(=O)C2=NC(=CC=C2)N)C=2C=NC(=CC2)OC(C)C